CC=1C(C2=CC=C(C=C2C(C1C)=O)C)=O 2,3,6-trimethyl-1,4-naphthoquinone